OC[C@H](C1=CC=CC=C1)NC1=CC(=NC=C1C=1OC(=NN1)C(C)(C)O)NC1=CC=C2C(=N1)C(NC2=O)(C)C (S)-2-((4-((2-hydroxy-1-phenylethyl)amino)-5-(5-(2-hydroxypropan-2-yl)-1,3,4-oxadiazol-2-yl)pyridin-2-yl)amino)-7,7-dimethyl-6,7-dihydro-5H-pyrrolo[3,4-b]pyridin-5-one